C(CC)(=O)OCC#CCOC(CC)=O 2-butyne-1,4-diyl dipropionate